C1(CC1)C1=NC=NC(=C1C=1N=CC2=C(N1)C(=NN2COCC[Si](C)(C)C)CC2=CC=C(C=C2)C=2N(C=C(N2)C#N)C)OC 2-[4-[[5-(4-cyclopropyl-6-methoxy-pyrimidin-5-yl)-1-(2-trimethylsilylethoxymethyl)pyrazolo[4,3-d]pyrimidin-3-yl]methyl]phenyl]-1-methyl-imidazole-4-carbonitrile